CC1=CC=C(C(=O)N2CC3=C(NC=4C=CC(=CC34)C=3C=C(C#N)C=CC3)CC2)C=C1 3-(2-(4-methylbenzoyl)-2,3,4,5-tetrahydro-1H-pyrido[4,3-b]indol-8-yl)benzonitrile